4,4,5,5-Tetramethyl-2-[2-methyl-3-(trideuteriomethoxy)phenyl]-1,3,2-dioxaborolane CC1(OB(OC1(C)C)C1=C(C(=CC=C1)OC([2H])([2H])[2H])C)C